COC1=C(C=C(C=C1)CCC1=CC(=C(C=C1)OC)[N+](=O)[O-])[N+](=O)[O-] 1,2-di(4-methoxy-3-nitrophenyl)ethane